C1(CC1)N1C(=NC=2CN(CCC21)C)C(=O)OC methyl 1-cyclopropyl-5-methyl-4,5,6,7-tetrahydro-1H-imidazo[4,5-c]pyridine-2-carboxylate